(S or R)-2-(3-((R or S)-1-(((R)-((R)-8-cyano-1,2,3,4-tetrahydroquinoxalin-2-yl)(phenyl)methyl)amino)propan-2-yl)phenyl)propanoic acid C(#N)C=1C=CC=C2NC[C@@H](NC12)[C@@H](C1=CC=CC=C1)NC[C@H](C)C=1C=C(C=CC1)[C@@H](C(=O)O)C |o1:21,29|